sodium 2-methylbutan-2-olate CC(C)(CC)[O-].[Na+]